(6S)-6,7-difluoro-N-(2-(piperidin-1-yl)-4-((4-(trifluoromethyl)benzyl)amino)phenyl)heptanamide F[C@@H](CCCCC(=O)NC1=C(C=C(C=C1)NCC1=CC=C(C=C1)C(F)(F)F)N1CCCCC1)CF